Ethyl 2-[1-[[2-chloro-5-(3,5-dimethyl-2,6-dioxo-4-thioxo-1,3,5-triazinan-1-yl)-4-fluoro-benzoyl]amino]cyclopropyl]acetate ClC1=C(C(=O)NC2(CC2)CC(=O)OCC)C=C(C(=C1)F)N1C(N(C(N(C1=O)C)=S)C)=O